The molecule is an N-alkylpiperazine that consists of (2-methoxyphenyl)piperazine in which the amine hydrogen is substituted by a 4-(2-phthalimido)butyl group. It has a role as a serotonergic antagonist. It is a N-alkylpiperazine, a N-arylpiperazine and a member of phthalimides. It is a conjugate base of a NAN 190(1+). COC1=CC=CC=C1N2CCN(CC2)CCCCN3C(=O)C4=CC=CC=C4C3=O